(1R,3S,5R)-3-amino-5-(methoxymethoxy)cyclohexane-1-carboxylic acid benzyl ester C(C1=CC=CC=C1)OC(=O)[C@@H]1C[C@@H](C[C@@H](C1)OCOC)N